N-cyclopentylacetamide CC(=O)NC1CCCC1